C(C)(C)(C)OC(=O)N1CC2(CC1)C(N(CC1=C2N=C(N=C1)NCC1CC1)C1=CC=C(C=C1)OC)=O 2-((cyclopropylmethyl)amino)-6-(4-methoxyphenyl)-7-oxo-6,7-dihydro-5H-spiro[pyrido[4,3-d]pyrimidine-8,3'-pyrrolidine]-1'-carboxylic acid tert-butyl ester